ClC1=CC(=CC(=N1)NC(C)=O)I N-(6-chloro-4-iodopyridin-2-yl)acetamide